1-(cyclopropylsulfonyl)-N-(4-(1-isopropyl-1H-pyrazol-4-yl)-5-methylpyrimidin-2-yl)indol-5-amine C1(CC1)S(=O)(=O)N1C=CC2=CC(=CC=C12)NC1=NC=C(C(=N1)C=1C=NN(C1)C(C)C)C